ethyl 6-(4-cyclopropylpiperazin-1-yl)benzo[b]thiophene-2-carboxylate C1(CC1)N1CCN(CC1)C=1C=CC2=C(SC(=C2)C(=O)OCC)C1